ClC1=CC=C(C=C1)C1=CN=C(O1)[C@H](CCCNC(OC(C)(C)C)=O)NC(=O)C=1C=C(C=CC1)C1=CC=C(C=C1)C=O tert-Butyl (S)-(4-(5-(4-chlorophenyl)oxazol-2-yl)-4-(4'-formyl-[1,1'-biphenyl]-3-carboxamido)butyl)carbamate